tert-butyl 7-(4-piperidylmethoxy)-2-azaspiro[3.5]nonane-2-carboxylate N1CCC(CC1)COC1CCC2(CN(C2)C(=O)OC(C)(C)C)CC1